2,2-diethyl-4-methylpentanoic acid C(C)C(C(=O)O)(CC(C)C)CC